3-({[(4R)-7-[(2,3-dihydro-1H-inden-5-yl)(methyl)amino]-3,4-dihydro-2H-1-benzopyran-4-yl]methyl}amino)pyridine-4-carboxylic acid C1CCC2=CC(=CC=C12)N(C1=CC2=C([C@@H](CCO2)CNC=2C=NC=CC2C(=O)O)C=C1)C